1-(2-bromoethoxy)dodecane di-lauryl-sulfate t-butylsilylcarbamate (tert-butyl-silylcarbamate) C(C)(C)(C)N(C(O)=O)[SiH3].C(C)(C)(C)[SiH2]NC(O)=O.C(CCCCCCCCCCC)OS(=O)(=O)OCCCCCCCCCCCC.BrCCOCCCCCCCCCCCC